(S)-4-{4-[5-(acetamidomethyl)-2-oxooxazolidin-3-yl]-2-fluorophenyl}-1-(4-bromobenzyl)pyridine-1-ium bromide [Br-].C(C)(=O)NC[C@H]1CN(C(O1)=O)C1=CC(=C(C=C1)C1=CC=[N+](C=C1)CC1=CC=C(C=C1)Br)F